FC=1C=CC(=C2C=C(N(C12)CCNC1=NC=NC(=C1)C=1SC(=CC1)C1(COC1)F)C#N)OC 7-Fluoro-1-(2-{6-[5-(3-fluoro-oxetan-3-yl)-thiophen-2-yl]-pyrimidin-4-ylamino}-ethyl)-4-methoxy-1H-indole-2-carbonitrile